ClC(C(Cl)O)O Dichloroethylene glycol